C12CCC(CC1)N2[C@H](C)C2=C(CNC1=CC(=C(C(=C1)F)S(=O)(=O)NC=1N=CSC1)F)C(=CC=C2F)F (R)-4-((2-(1-(7-azabicyclo[2.2.1]heptan-7-yl)ethyl)-3,6-difluorobenzyl)amino)-2,6-difluoro-N-(thiazol-4-yl)benzenesulfonamide